lithium nickel manganese magnesium molybdenum salt [Mo].[Mg].[Mn].[Ni].[Li]